CN1CCC(CC1)COC2=C(C=C3C(=C2)N=CN=C3NC4=C(C=C(C=C4)Br)F)OC The molecule is a quinazoline that is 7-[(1-methylpiperidin-4-yl)methoxy]quinazoline bearing additional methoxy and 4-bromo-2-fluorophenylamino substituents at positions 6 and 4 respectively. Used for the treatment of symptomatic or progressive medullary thyroid cancer in patients with unresectable locally advanced or metastatic disease. It has a role as a tyrosine kinase inhibitor and an antineoplastic agent. It is an aromatic ether, a secondary amine, a member of quinazolines, a member of piperidines, an organobromine compound and an organofluorine compound.